ClCOS(=O)(=O)Cl chloromethoxysulfonyl chloride